3-methyl-1,2,3-pentanetriol CC(C(CO)O)(CC)O